(1R,2S,5S)-3-(7-Methoxy-1H-indole-2-carbonyl)-6,6-dimethyl-N-((S)-1-oxo-3-((S)-2-oxopyrrolidin-3-yl)propan-2-yl)-3-azabicyclo[3.1.0]hexane-2-carboxamide COC=1C=CC=C2C=C(NC12)C(=O)N1[C@@H]([C@H]2C([C@H]2C1)(C)C)C(=O)N[C@H](C=O)C[C@H]1C(NCC1)=O